(1r,3r)-1-methyl-3-((5-(pyrazolo[1,5-a]pyrimidin-5-yl)-7H-pyrrolo[2,3-d]pyrimidin-2-yl)amino)cyclobutan CC1CC(C1)NC=1N=CC2=C(N1)NC=C2C2=NC=1N(C=C2)N=CC1